1-(6-ethyl-4-methyl-3-(1-methyl-1H-pyrazol-3-yl)-8-(1-methyl-1H-pyrazol-5-yl)quinolin-2-yl)-N-((3R,4R)-3-fluorotetrahydro-2H-pyran-4-yl)piperidin-4-amine C(C)C=1C=C2C(=C(C(=NC2=C(C1)C1=CC=NN1C)N1CCC(CC1)N[C@H]1[C@H](COCC1)F)C1=NN(C=C1)C)C